CS(=O)(=O)OCC1CS(C1)(=O)=O (1,1-dioxothietan-3-yl)methyl methanesulfonate